C(CCCCC)C1CCC(O1)=O 5-hexyltetrahydrofuran-2-one